IC=1C=C(C2=C(N(C=N2)CC(F)(F)F)C1)C(=O)N[C@@H]1[C@H](CNCC1)C 6-iodo-N-[(3S,4S)-3-methyl-4-piperidyl]-1-(2,2,2-trifluoroethyl)benzimidazole-4-carboxamide